4,4,4-trifluoro-1-(pyridin-4-yl)butane-1,3-dione FC(C(CC(=O)C1=CC=NC=C1)=O)(F)F